methyl-nickel tetrafluoroborate F[B-](F)(F)F.C[Ni+]